OC1=CC=C(C(=O)NCC(=O)O)C=C1 N-(4-Hydroxybenzoyl)glycine